(S)-2-(hydroxymethyl)-7-nitroindoline-5-sulfonamide OC[C@H]1NC2=C(C=C(C=C2C1)S(=O)(=O)N)[N+](=O)[O-]